(R)-3,5-difluoro-N-methyl-4-(6-methyl-3-(morpholin-2-yl-methyl)-3H-imidazo[4,5-b]pyridin-2-yl)benzamide FC=1C=C(C(=O)NC)C=C(C1C1=NC=2C(=NC=C(C2)C)N1C[C@H]1CNCCO1)F